ethyl (1S)-4-chloro-1'-methyl-4'-oxo-spiro[indane-1,6'-piperidine]-3'-carboxylate ClC1=C2CC[C@]3(CC(C(CN3C)C(=O)OCC)=O)C2=CC=C1